3-amino-4-formamidopyrazole hemisulphate S(=O)(=O)(O)O.NC1=NNC=C1NC=O.NC1=NNC=C1NC=O